trimethylpropane tris(4-mercaptobutyrate) SCCCC(=O)O.SCCCC(=O)O.SCCCC(=O)O.CC(CC)(C)C